ClC1=C(C=CC=C1C1C(NC(CC1)=O)=O)C1=CC=C(C=C1)N1C(CCCC1)=O 3-(2-chloro-4'-(2-oxopiperidin-1-yl)-[1,1'-biphenyl]-3-yl)piperidine-2,6-dione